2-[4-(3-Hydroxy-1-pyrrolidinyl)-6-[4-(1H-tetrazol-5-yl)-benzylamino]-pyrimidin-2-ylamino]-4-methyl-thiazole-5-carboxylic acid ethyl ester C(C)OC(=O)C1=C(N=C(S1)NC1=NC(=CC(=N1)N1CC(CC1)O)NCC1=CC=C(C=C1)C1=NN=NN1)C